(R)-3-(5-amino-6-((1-(1-methylpiperidin-4-yl)-1H-pyrazol-4-yl)oxy)pyrazin-2-yl)-N-methyl-5-(2-methylpyrrolidin-1-yl)benzenesulfonamide NC=1N=CC(=NC1OC=1C=NN(C1)C1CCN(CC1)C)C=1C=C(C=C(C1)N1[C@@H](CCC1)C)S(=O)(=O)NC